CC(=O)N[C@@H]1[C@H]([C@@H]([C@H](O[C@H]1O[C@H]2[C@H]([C@H](O[C@H]([C@@H]2O)O[C@@H]3[C@H](O[C@H]([C@@H]([C@H]3O)NC(=O)C)O[C@H]4[C@H]([C@H](OC([C@@H]4O)O)CO)O)COS(=O)(=O)O)CO)O)CO)O)O The molecule is an amino tetrasaccharide comprised of two N-acetylated glucosamine residues, of which one is sulfated on O-6, and two galactosyl residues, of which one is at the reducing end. It is an intermediate in the keratan sulfate degradation pathway. It has a role as a mouse metabolite. It is an organic molecular entity and an amino tetrasaccharide.